NC1=NC=NN2C1=C(C=C2C2CCN(CC2)C(C(C)C)=O)C2=CC=C(C=C2)NC(=O)C=2C(N(C(N(C2)C(C)C)=O)C2=NN(C=C2C)C)=O N-(4-(4-amino-7-(1-isobutyrylpiperidin-4-yl)pyrrolo[2,1-f][1,2,4]triazin-5-yl)phenyl)-3-(1,4-dimethyl-1H-pyrazol-3-yl)-1-isopropyl-2,4-dioxo-1,2,3,4-tetrahydropyrimidine-5-carboxamide